FCCC1=NN(C=C1)C1=NC=CC=N1 3-(2-fluoroethyl)-1-(pyrimidin-2-yl)-1H-pyrazole